5-(4-aminophenyl)-1,3,4-oxadiazole-2-thiol NC1=CC=C(C=C1)C1=NN=C(O1)S